C(C)(C)(C)C1CCC(CC1)OC(C=C)=O 4-t-butylcyclohexylacrylate